ClC1=CC=C2C(NC(N(C2=C1)C1=CC(=CC(=C1)O)F)=O)=O 7-chloro-1-(3-fluoro-5-hydroxyphenyl)quinazoline-2,4(1h,3h)-dione